N1(N=CC=C1)C=1C=NC=2CCN(CC2C1)C1=NC=C(C#N)C=C1C 6-(3-(1H-pyrazol-1-yl)-7,8-dihydro-1,6-naphthyridin-6(5H)-yl)-5-methylnicotinonitrile